4-[(2-nitrophenyl)methylene]-2-[3-(trifluoromethyl)phenyl]oxazol-5-one [N+](=O)([O-])C1=C(C=CC=C1)C=C1N=C(OC1=O)C1=CC(=CC=C1)C(F)(F)F